1-(1-dimethylaminopropan-2-yl)-3-isopropylthiourea CN(CC(C)NC(=S)NC(C)C)C